OC(C)(C)C1=CC(=CC=N1)C 6-(2-hydroxypropan-2-yl)-4-methylpyridine